(S)-1-(4-(2-(4-((R)-2-acetoxy-3-(N-(methylsulfonyl) acetamido) propoxy) phenyl) propan-2-yl)-2,6-dichlorophenoxy)-3-chloroprop-2-yl acetate C(C)(=O)O[C@@H](COC1=C(C=C(C=C1Cl)C(C)(C)C1=CC=C(C=C1)OC[C@@H](CN(C(C)=O)S(=O)(=O)C)OC(C)=O)Cl)CCl